FC1=C(OC2=NC=CC=C2C2=NC(=NC=C2)N[C@@H]2CN(CCC2)C(=O)OC(C)(C)C)C=CC=C1NCC(C(F)(F)F)O tert-butyl (3S)-3-((4-(2-(2-fluoro-3-((3,3,3-trifluoro-2-hydroxy-propyl)amino)phenoxy)-3-pyridyl)pyrimidin-2-yl)amino)piperidine-1-carboxylate